dioctyl-5-bromovaleramide C(CCCCCCC)C(C(=O)N)(CCCBr)CCCCCCCC